C1(CC1)C1=C(C=C(C(=C1)I)C)N(C(C#CC)=O)C1=NC=C(C=C1C)OC[C@@H]1OCC1 (R)-N-(2-cyclopropyl-4-iodo-5-methylphenyl)-N-(3-methyl-5-(oxetan-2-ylmethoxy)pyridin-2-yl)but-2-ynamide